trans-1-(4-(3,4-dihydroisoquinolin-2(1H)-yl)-3-hydroxypiperidin-1-yl)(2-phenylpyrimidin-4-yl)ketone C1N(CCC2=CC=CC=C12)[C@H]1[C@@H](CN(CC1)N1C(N=C(C=C1)C(=O)C1=NC(N(C=C1)N1C[C@H]([C@@H](CC1)N1CC2=CC=CC=C2CC1)O)C1=CC=CC=C1)C1=CC=CC=C1)O